(2-((2-(trimethylsilyl)ethoxy)methyl)-2H-tetrazol-5-yl)methylamine C[Si](CCOCN1N=C(N=N1)CN)(C)C